NC1=NC=2C=C(C(=CC2C2=C1C=NN2C)C(=O)N(CC2=NC=C(C=C2)C)C)F 4-amino-7-fluoro-N,1-dimethyl-N-((5-methyl-2-pyridinyl)methyl)-1H-pyrazolo[4,3-c]quinoline-8-carboxamide